2,4-di-tert-butyl-5-nitrophenylmethyl carbonate C(OCC1=C(C=C(C(=C1)[N+](=O)[O-])C(C)(C)C)C(C)(C)C)([O-])=O